(3Z,5S)-5-(hydroxymethyl)-1-[(2'-methyl-1,1'-biphenyl-4-yl)carbonyl]pyrrolidin-3-one-O-methyloxime CO\N=C\1/CN([C@@H](C1)CO)C(=O)C1=CC=C(C=C1)C1=C(C=CC=C1)C